CS(=O)(=O)NC1=CC=C(C=C1)C1=CC=C(NS(=O)(=O)C)C=C1.[Li] lithium N,N'-dimethyl-sulfonyl-benzidine